ClC=1C(=NC(=NC1)N[C@H]1[C@@H](COCC1)O)C=1C=NN2C1C=CC(=C2C)C2CCNCC2 (3S,4R)-4-((5-chloro-4-(7-methyl-6-(piperidin-4-yl)pyrazolo[1,5-a]pyridin-3-yl)pyrimidin-2-yl)amino)tetrahydro-2H-pyran-3-ol